O1N=CC=2C1(C=CC2)C(=O)N 6aH-cyclopenta[d]isoxazole-6a-carboxamide